C(C)C1(OC2=CC=C(C=C2C(C1)=O)C=1OC(=NN1)C1=CC2=C(N(N=N2)C(C)C)C=C1)CC 2,2-diethyl-6-[5-(1-isopropylbenzotriazol-5-yl)-1,3,4-oxadiazole-2-yl]Chroman-4-one